1-(2-chlorophenyl)-2-((4-fluorophenyl)amino)ethanol ClC1=C(C=CC=C1)C(CNC1=CC=C(C=C1)F)O